5-bromo-4-fluoro-2,3-dihydro-1H-inden-1-ol BrC=1C(=C2CCC(C2=CC1)O)F